[Li+].FC(C(OC(=C(F)F)F)(F)F)(S(=O)(=O)[O-])F perfluoro(3-oxa-4-pentenesulfonic acid) lithium salt